3-(2-(4-(2-methyl-1H-benzo[d]imidazol-7-yl)piperazin-1-yl)ethyl)-1-oxo-2-oxa-8-azaspiro[4.5]decane-8-carboxylic acid tert-butyl ester C(C)(C)(C)OC(=O)N1CCC2(CC(OC2=O)CCN2CCN(CC2)C2=CC=CC3=C2NC(=N3)C)CC1